NC=1C(=C(C(=C(C(=O)NC2=C(C=CC(=C2)N2N=NC(=C2)NC(CCCN)=O)N2CCN(CC2)C)C1)Cl)C)F 5-Amino-N-(5-(4-(4-aminobutanoylamino)-1H-1,2,3-triazol-1-yl)-2-(4-methylpiperazin-1-yl)phenyl)-2-chloro-4-fluoro-3-methylbenzamide